(E)-2-chloro-3-(hydroxymethylene)cyclohex-1-en-1-carbaldehyde ClC/1=C(CCC\C1=C/O)C=O